carbon ethyleneoxycetyl alcohol C(COC(CCCCCCCCCCCCCCC)O)O.[C]